3-(6-(2-((1H-1,2,4-Triazol-1-yl)methyl)piperidin-1-yl)-1-methyl-1H-pyrazolo[3,4-d]pyrimidin-3-yl)-2,6-difluoro-5-(trifluoromethyl)phenol N1(N=CN=C1)CC1N(CCCC1)C1=NC=C2C(=N1)N(N=C2C=2C(=C(C(=C(C2)C(F)(F)F)F)O)F)C